dipropylene glycol dimethacrylate C(C(=C)C)(=O)OC(C)COC(C)COC(C(=C)C)=O